The molecule is a tetrahydroxyanthraquinone that is that is 3,5,6,8-tetrahydroxy-9,10-anthraquinone substituted by two carboxy groups at positions 1 and 2 as well as a 5-(2-hydroxyethyl)-2-hydroxyphenyl group at position 7. A minor component of LAC dye together with laccaic acids A, C and D It has a role as an animal metabolite and a dye. It is an oxo dicarboxylic acid, a polyphenol, a tetrahydroxyanthraquinone and a primary alcohol. C1=CC(=C(C=C1CCO)C2=C(C3=C(C(=C2O)O)C(=O)C4=CC(=C(C(=C4C3=O)C(=O)O)C(=O)O)O)O)O